N-(4-(2-((2-aminoethyl)amino)-8-ethylpyrido[3,2-d]pyrimidin-6-yl)-2-fluorophenyl)-1-phenylmethanesulfonamide NCCNC=1N=CC2=C(N1)C(=CC(=N2)C2=CC(=C(C=C2)NS(=O)(=O)CC2=CC=CC=C2)F)CC